3-(9-((4-(aminomethyl)-2-fluorophenyl)carbamoyl)-4,5-dihydrobenzo[b]thieno[2,3-d]oxepin-8-yl)-6-(propylcarbamoyl)picolinic acid NCC1=CC(=C(C=C1)NC(=O)C1=CC2=C(OCCC3=C2SC=C3)C=C1C=1C(=NC(=CC1)C(NCCC)=O)C(=O)O)F